5-(1,1-difluoroethyl)-2-(4-((2-hydroxy-2-methylpropyl)amino)pyrido[3,4-d]pyridazin-1-yl)phenol FC(C)(F)C=1C=CC(=C(C1)O)C1=C2C(=C(N=N1)NCC(C)(C)O)C=NC=C2